4-(2-(4-Fluorophenyl)-1H-pyrrolo[2,3-b]pyridin-5-yl)benzoic acid FC1=CC=C(C=C1)C1=CC=2C(=NC=C(C2)C2=CC=C(C(=O)O)C=C2)N1